FC1=C2C=CN(C2=CC(=C1OC=1C=CC(=C(C1)N1N=C2C(=C1)CCOC2C=2C(=C(C=CC2)CC#N)F)F)F)S(=O)(=O)C2=CC=C(C=C2)C 2-[3-[2-[5-[4,6-Difluoro-1-(p-tolylsulfonyl)indol-5-yl]oxy-2-fluoro-phenyl]-5,7-dihydro-4H-pyrano[3,4-c]pyrazol-7-yl]-2-fluoro-phenyl]acetonitrile